N-(3,5-difluorophenyl)-N-[6-[(2,2-dimethylcyclobutyl)carbamoyl]-5-methoxy-2-pyridinyl]carbamic acid methyl ester COC(N(C1=NC(=C(C=C1)OC)C(NC1C(CC1)(C)C)=O)C1=CC(=CC(=C1)F)F)=O